1-(4-(4-(5-(2,6-difluorophenyl)-4,5-dihydroisoxazol-3-yl)thiazol-2-yl)piperidin-1-yl)-2-(2-ethyl-1H-benzimidazol-1-yl)ethan-1-one FC1=C(C(=CC=C1)F)C1CC(=NO1)C=1N=C(SC1)C1CCN(CC1)C(CN1C(=NC2=C1C=CC=C2)CC)=O